1-(3-((5-(1-carboxycyclopropyl)pentyl)oxy)propyl)cyclopropane-1-carboxylic acid C(=O)(O)C1(CC1)CCCCCOCCCC1(CC1)C(=O)O